(butane-1,4-diyl)bis(3-(2-((3-(2-chloroacetamido)propyl)amino)-2-oxoethyl)-1H-imidazol-3-ium) C(CCCN1C=[N+](C=C1)CC(NCCCNC(CCl)=O)=O)N1C=[N+](C=C1)CC(=O)NCCCNC(CCl)=O